methyl 8-aminobenzo[5,6][1,4]dioxino[2,3-b]pyrazine-7-carboxylate NC1=CC2=C(OC=3C(=NC=CN3)O2)C=C1C(=O)OC